3-hydroxy-octadecan-4-yl docosanoate C(CCCCCCCCCCCCCCCCCCCCC)(=O)OC(C(CC)O)CCCCCCCCCCCCCC